FC1=C(C=CC(=C1)F)[C@@](CC(=O)NC1(CC1)C1=CC(=CC(=C1)OCC(F)(F)F)OC)(C)O (S)-3-(2,4-difluorophenyl)-3-hydroxy-N-(1-(3-methoxy-5-(2,2,2-trifluoroethoxy)phenyl)-cyclopropyl)butanamide